1,2-diamino-4-(2-boronoethyl)cyclopentanecarboxylic acid NC1(C(CC(C1)CCB(O)O)N)C(=O)O